CC(=CCC1=C(C=C(C2=C1OC1(CCCC1)OC2=O)CCCCC)O)CCC=C(C)C 8-(3,7-dimethylocta-2,6-dien-1-yl)-7-hydroxy-5-pentyl-4H-spiro[benzo[d][1,3]dioxine-2,1'-cyclopentan]-4-one